C(C)C1=C(OC=C1)C(O)=S ethyl-2-furancarbothioic acid